FC(C1(CC(=NO1)C1=C2C(=C(N=C1)C(=O)O)OC=C2)C2=CC(=CC=C2)C(F)(F)F)(F)F 4-[4,5-dihydro-5-(trifluoromethyl)-5-[3-(trifluoro-methyl)phenyl]-3-isoxazolyl]furo[2,3-c]pyridine-7-carboxylic acid